2-methyl-7-(o-tolyl)-1H-indene CC=1CC2=C(C=CC=C2C1)C1=C(C=CC=C1)C